ClC1=CC=C(C=N1)C(C(=O)OC)(C)C methyl 2-(6-chloropyridin-3-yl)-2-methylpropionate